N-cyclopentyl-N'-cyclohexylterephthalamide C1(CCCC1)NC(C1=CC=C(C(=O)NC2CCCCC2)C=C1)=O